(5-(4-chlorophenyl)-3-(1-methyl-1H-pyrazol-4-yl)pyrazin-2-yl)methylamine ClC1=CC=C(C=C1)C=1N=C(C(=NC1)CN)C=1C=NN(C1)C